C(#N)C(CCC(=O)O)(C)SSCC 4-cyano-4-(ethylsulfanylthio)valeric acid